NC1=NC(=C(C(=C1C#N)C1=CC=C(C=C1)OC1COC1)C#N)S(=O)CC1=CC=CC=C1 2-amino-6-(benzylsulfinyl)-4-(4-(oxetan-3-yloxy)phenyl)pyridine-3,5-dicarbonitrile